ClC=1C=CC2=C(C=C(O2)C=2OC(=NN2)SSCCC)C1 2-(5-chlorobenzofuran-2-yl)-5-(propyldithio)-1,3,4-oxadiazole